(2,4,6-trifluoromethyl (phenyl)) borate B(OC1=C(C=C(C=C1CF)CF)CF)([O-])[O-]